1,4-di(pyridin-4-yl)naphthalene N1=CC=C(C=C1)C1=CC=C(C2=CC=CC=C12)C1=CC=NC=C1